NC1=C(N=C2N1C=CC(=C2C2=C(C=CC=C2OC)C#N)F)C(=O)NCCC 3-Amino-8-(2-cyano-6-methoxyphenyl)-7-fluoro-N-propylimidazo[1,2-a]pyridine-2-carboxamide